C(C)(C)S(=O)(=O)C1=CC=C(C(=O)OC2CN(C2)C=2N=C(C3=C(N2)CC[S+]3[O-])N(C3CCOCC3)C)C=C1 [1-[4-[methyl(tetra-hydropyran-4-yl)amino]-5-oxido-6,7-dihydro-thieno[3,2-d]pyrimidin-5-ium-2-yl]azetidin-3-yl] 4-isopropylsulfonyl-benzoate